C1=CC2=NNN=C2C(=C1)O.O HYDROXYBENZOTRIAZOLE HYDRATE